4-bromo-5-chloro-3-oxo-2-phenyl-2,3-dihydrobenzofuran-2-carbonitrile BrC1=C(C=CC2=C1C(C(O2)(C#N)C2=CC=CC=C2)=O)Cl